1-(2-(2-(3,4-Dichlorophenylamino)-9,9-dimethylacridin-10(9H)-yl)ethyl)guanidine ClC=1C=C(C=CC1Cl)NC1=CC=2C(C3=CC=CC=C3N(C2C=C1)CCNC(=N)N)(C)C